ClC1=C(C=C(C=C1)F)C(\C(=C\N(C)C)\C)=O (E)-1-(2-chloro-5-fluorophenyl)-3-(dimethylamino)-2-methylprop-2-en-1-one